N[C@@H]1C2=CC=CC=C2CC12CCN(CC2)C=2C(=NC(=CN2)C#CCN2C=CC1=CC(=CC=C21)[N+](=O)[O-])CO (S)-(3-(1-amino-1,3-dihydrospiro[indene-2,4'-piperidin]-1'-yl)-6-(3-(5-nitroindol-1-yl)prop-1-yn-1-yl)pyrazin-2-yl)methanol